C(C)(C)(C)OC(=O)N[C@H](C(=O)N[C@H](C(=O)OC)C[C@H]1C(NCC1)=O)CC1CC1 (S)-methyl 2-((S)-2-((tert-butoxycarbonyl)amino)-3-cyclopropylpropanamido)-3-((S)-2-oxopyrrolidin-3-yl)propanoate